CN(C1=CC=CC(=N1)S(=O)(=O)NC=1SC(=C(N1)C1=C(C=CC=C1OC(C)C)C)C1=CC(=CC=C1)OCCC(C)(C)C)C 6-(dimethylamino)-N-[5-[3-(3,3-dimethylbutoxy)phenyl]-4-(2-methyl-6-propan-2-yloxyphenyl)-1,3-thiazol-2-yl]pyridine-2-sulfonamide